(Z)-1-(4-amino-2-fluorobut-2-en-1-yl)-4-(5-chloropyridin-3-yl)-1H-benzo[d][1,2,3]triazole-6-carbonitrile NC\C=C(\CN1N=NC2=C1C=C(C=C2C=2C=NC=C(C2)Cl)C#N)/F